2,5,8,11,14,17,20,23,26,29,32,35,38-tridecathiatetracontan-40-oic acid CSCCSCCSCCSCCSCCSCCSCCSCCSCCSCCSCCSCCSCC(=O)O